FC1=C(C(=CC=C1O)C1=CC=CC=C1)O fluoro-[1,1'-biphenyl]-2,4-diol